(1S)-(4,4-Difluorocyclohexyl)(7-((5-isopropyl-2-oxopyrrolidin-3-yl)methyl)imidazo[1,2-b]pyridazin-2-yl)methanaminium 2,2,2-trifluoroacetate FC(C(=O)[O-])(F)F.FC1(CCC(CC1)[C@H]([NH3+])C=1N=C2N(N=CC(=C2)CC2C(NC(C2)C(C)C)=O)C1)F